C(C1=CC=CC=C1)NC(=O)N[C@@H](C)C(=O)N1[C@@H](CCC1)C(=O)N (S)-1-((benzylcarbamoyl)-L-alanyl)pyrrolidine-2-carboxamide